2-hydroxy-2-phenyl-N-(piperidin-4-yl)acetamide OC(C(=O)NC1CCNCC1)C1=CC=CC=C1